methyl (Z)-tetradec-11-enoate C(CCCCCCCCC\C=C/CC)(=O)OC